C(C)OC1=C(C(=C(C=C1)C=1C(=C(C=CC1)F)O)F)F 4'-ethoxy-3,2',3'-trifluoro-biphenyl-2-ol